C1(CCCC1)CN(C)CC1=CC=C2CN(C(C2=C1)=O)C1=NC(=CC(=C1)C1=C(C=C(C#N)C=C1)C1=NN=CN1C)C1CC1 4-[2-(6-{[(Cyclopentylmethyl)(methyl)amino]methyl}-1-oxo-3H-isoindol-2-yl)-6-cyclopropylpyridin-4-yl]-3-(4-methyl-1,2,4-triazol-3-yl)benzonitrile